CN(C(C1=CC=C(C=C1)C=C)=O)C1=CC=C(C=C1)C(F)(F)F N-methyl-N-(4-(trifluoromethyl)phenyl)-4-vinylbenzamide